[Na+].ClCC(C(=O)[O-])O 3-chloro-2-hydroxypropionic acid sodium salt